(R)-N4-(1-(3-amino-5-(trifluoromethyl)phenyl)ethyl)-6-(4-ethylpiperazin-1-yl)-N2,N2-dimethylpyrido[3,4-d]pyrimidine-2,4-diamine NC=1C=C(C=C(C1)C(F)(F)F)[C@@H](C)NC=1C2=C(N=C(N1)N(C)C)C=NC(=C2)N2CCN(CC2)CC